COC(=O)C=1SC(=C2C1CCCC2)C(C)=O 3-Acetyl-4,5,6,7-tetrahydro-2-benzothiophene-1-carboxylic acid methyl ester